(S)-(1-(2-((1-(3,4,5-trimethoxyphenyl)-1H-imidazol-4-yl)amino)-6,7,8,9-tetrahydro-5H-cyclohepta[d]pyrimidin-4-yl)pyrrolidin-2-yl)methanol COC=1C=C(C=C(C1OC)OC)N1C=NC(=C1)NC=1N=C(C2=C(N1)CCCCC2)N2[C@@H](CCC2)CO